N-(2-hydroxyethyl)-2,3-dimethyl-2-isopropyl-butanamide ethyl-3-(3-((5-bromo-4-fluoro-1H-pyrazol-1-yl)methyl)phenyl)propanoate C(C)OC(CCC1=CC(=CC=C1)CN1N=CC(=C1Br)F)=O.OCCNC(C(C(C)C)(C(C)C)C)=O